2-((5-(4-((2-fluoro-4-isocyanobenzyl)oxy)pyrimidin-2-yl)-3,3a,4,6a-tetrahydrocyclopenta[c]pyrrol-2(1H)-yl)methyl)-1-(2-methoxyethyl)-1H-benzo[d]imidazole-6-carboxylic acid FC1=C(COC2=NC(=NC=C2)C=2CC3C(CN(C3)CC3=NC4=C(N3CCOC)C=C(C=C4)C(=O)O)C2)C=CC(=C1)[N+]#[C-]